tert-butyl N-[(3E)-3-[1-[(4-methoxyphenyl)methyl]-5,5-dimethyl-2-oxo-pyrrolidin-3-ylidene]-3-phenyl-propyl]carbamate COC1=CC=C(C=C1)CN1C(\C(\CC1(C)C)=C(/CCNC(OC(C)(C)C)=O)\C1=CC=CC=C1)=O